[I].[Br].C(CCC)N1CN(C=C1)C 1-butyl-3-methyl-imidazole bromine iodine salt